N-(4-fluoro-3-((2-((1-methyl-1H-pyrazol-4-yl)amino)-5-(tetrahydrofuran-3-yl)pyrimidin-4-yl)amino)phenyl)acrylamide FC1=C(C=C(C=C1)NC(C=C)=O)NC1=NC(=NC=C1C1COCC1)NC=1C=NN(C1)C